O=C1NC(CCC1N1C(C2=CC=C(C=C2C1)SCCCCC(=O)N1CCN(CC1)C1CCN(CC1)C=1C(=CC2=C(C(C=3NC4=CC(=CC=C4C3C2=O)C#N)(C)C)C1)CC)=O)=O 8-(4-(4-(5-((2-(2,6-dioxopiperidin-3-yl)-1-oxoisoindolin-5-yl)thio)pentanoyl)piperazin-1-yl)piperidin-1-yl)-9-ethyl-6,6-dimethyl-11-oxo-6,11-dihydro-5H-benzo[b]carbazole-3-carbonitrile